ClC1=C(C=CC=C1)CC(=O)NC1=CC(=C(C=C1)C1=CC(=CC=C1)C(C)(C)O)S(N=CN(C)C)(=O)=O 2-(2-chlorophenyl)-N-[2-{[(dimethylamino)methylidene]Sulfamoyl}-3'-(2-hydroxypropan-2-yl)biphenyl-4-yl]Acetamide